CN1CC(C1)(C)[C@@](C=1C=C(N=NC1)N1CC2(CC2)CC1=O)(C1=CC=C(C=C1)C(C)C)O 5-{5-[(R)-(1,3-dimethyl-azetidin-3-yl)-hydroxy-(4-isopropyl-phenyl)-methyl]-pyridazin-3-yl}-5-aza-spiro[2.4]heptan-6-one